methyl 2-(3-(2-(4-(6-chloropyridazin-4-yl) phenoxy) ethoxy) isoxazol-5-yl)-3-methylbutanoate ClC1=CC(=CN=N1)C1=CC=C(OCCOC2=NOC(=C2)C(C(=O)OC)C(C)C)C=C1